FC(C)(F)N1N=C(C=C1)[S@](=O)(N)=NC(NC1=C2C(=NC3=C1CCC3)[C@@H](CC2)C)=O (S)-1-(1,1-Difluoroethyl)-N'-(((R)-3-methyl-1,2,3,5,6,7-hexahydrodicyclopenta[b,e]pyridin-8-yl)carbamoyl)-1H-pyrazole-3-sulfonimidamide